1-azido-4-bromo-6-fluorobenzene N(=[N+]=[N-])C1=CC=C(C=C1F)Br